(1R,5S)-tert-butyl 3-(7-(2-amino-6-fluorophenyl)-8-fluoro-2-((hexahydro-1H-pyrrolizin-7a-yl)methoxy)pyrido[4,3-d]pyrimidin-4-yl)-3,8-diazabicyclo[3.2.1]octane-8-carboxylate NC1=C(C(=CC=C1)F)C1=C(C=2N=C(N=C(C2C=N1)N1C[C@H]2CC[C@@H](C1)N2C(=O)OC(C)(C)C)OCC21CCCN1CCC2)F